ClC=1C=C(C=C(C1)C(=O)Cl)C(=O)Cl 5-chlorobenzene-1,3-dicarboxylic chloride